methyl 2-(3-fluoropyridin-2-yl)-2-methylpropanoate FC=1C(=NC=CC1)C(C(=O)OC)(C)C